1-Propyl-2-butylpiperidinium fluorid [F-].C(CC)[NH+]1C(CCCC1)CCCC